3-[5-amino-6-(2-chloro-3,6-difluoro-benzyloxy)-pyrazin-2-yl]-N-(3-pyrrolidin-1-yl-propyl)-benzamide NC=1N=CC(=NC1OCC1=C(C(=CC=C1F)F)Cl)C=1C=C(C(=O)NCCCN2CCCC2)C=CC1